CC1=CC2=C(N=C3N2CCC3)C=C1B1OC(C(O1)(C)C)(C)C 7-methyl-6-(4,4,5,5-tetramethyl-1,3,2-dioxaborolan-2-yl)-2,3-dihydro-1H-benzo[d]pyrrolo[1,2-a]imidazole